5-Cyclopropyl-6-(3-methylimidazo[4,5-c]pyridin-7-yl)-3-[(5-methyl-1-tetrahydropyran-4-yl-pyrazol-4-yl)amino]pyrazin-2-carboxamid C1(CC1)C=1N=C(C(=NC1C=1C2=C(C=NC1)N(C=N2)C)C(=O)N)NC=2C=NN(C2C)C2CCOCC2